2-(6-(dimethylamino)-1,3-dioxo-1H-benzo[de]isoquinolin-2(3H)-yl)acrylic acid ethyl ester C(C)OC(C(=C)N1C(C2=CC=CC=3C2=C(C1=O)C=CC3N(C)C)=O)=O